iron-sodium dodecyl sulfate S(=O)(=O)(OCCCCCCCCCCCC)[O-].[Na+].[Fe+2].C(CCCCCCCCCCC)OS(=O)(=O)[O-].C(CCCCCCCCCCC)OS(=O)(=O)[O-]